(2S)-3-(8-(3-(aminomethyl)phenylsulfonyl)-1-oxa-8-azaspiro[4.5]dec-3-ylamino)-2-hydroxypropoxy-N-methylbenzenesulfonamide NCC=1C=C(C=CC1)S(=O)(=O)N1CCC2(CC(CO2)NC[C@@H](COC2=C(C=CC=C2)S(=O)(=O)NC)O)CC1